tert-Butyl (5-carboxy-4-chloro-1,3-thiazol-2-yl)carbamate C(=O)(O)C1=C(N=C(S1)NC(OC(C)(C)C)=O)Cl